COC1=CC=C(C=C1)N1COCN=C1C1=CC=CC=C1 3-(4-methoxyphenyl)-4-phenyl-3,6-dihydro-2H-1,3,5-oxadiazine